OC1=CC=C(C(=O)OCCCCCCCCCCCCCCCCCCCCCCC)C=C1 tricosyl para-hydroxybenzoate